N-([2,3'-bipyridin]-5-ylmethyl)-2-(2-fluoropyridin-3-yl)-9-isopropyl-9H-purin-6-amine N1=C(C=CC(=C1)CNC1=C2N=CN(C2=NC(=N1)C=1C(=NC=CC1)F)C(C)C)C=1C=NC=CC1